FC(N1N=C(C=C1)C=1C(=CC(=NC1)NC1=NC(=NC=C1)N1CC(C(CC1)O)(F)F)NC1CCC(CC1)(C)O)F 1-(4-((5-(1-(Difluoromethyl)-1H-pyrazol-3-yl)-4-(((1s,4s)-4-hydroxy-4-methylcyclohexyl)amino)pyridin-2-yl)amino)pyrimidin-2-yl)-3,3-difluoropiperidin-4-ol